C(CCCCCC)C(C(=O)OCCCC(OC(NCCCN(CCCCN(C)C)C)=O)CCCOC(C(CCCCCCCCC)CCCCCCC)=O)CCCCCCCCC [3-(dimethylamino) propyl]-4-{3-[(2-heptyl-1-oxoundecyl) oxy] propyl}-11-methyl-6-oxo-7,11-diaza-5-oxadodec-1-yl 2-heptylundecanoate